2-benzyl-4-(difluoromethyl)-2,4-dihydro-3H-1,2,4-triazole-3-thione C(C1=CC=CC=C1)N1N=CN(C1=S)C(F)F